ClC1=CC(=C(N=N1)C(=O)NC([2H])([2H])[2H])NC1=C2N(CC=3N(C2=CC=C1)N=C(C3)C)C 6-chloro-4-((2,5-dimethyl-4,5-dihydropyrazolo[1,5-a]quinoxalin-6-yl)amino)-N-(methyl-d3)pyridazine-3-carboxamide